4-(4-tert-butylphenoxy)-3-(6,7-dihydro-5H-pyrrolo[1,2-a]imidazol-2-yl)-N-methylbenzene-1-sulfonamide C(C)(C)(C)C1=CC=C(OC2=C(C=C(C=C2)S(=O)(=O)NC)C=2N=C3N(C2)CCC3)C=C1